NC1=NC=2C=C(C(=CC2C2=C1C=NN2C)C(=O)N2[C@H](COCC2)C=2N=NC(=CC2)OC(F)F)F (4-amino-7-fluoro-1-methyl-1H-pyrazolo[4,3-c]quinolin-8-yl)((3S)-3-(6-(difluoromethoxy)-3-pyridazinyl)-4-morpholinyl)methanone